5'-((2,6-diazaspiro[3.5]non-2-yl)methyl)-3-fluoro-2'-(6-fluoro-1-(2-hydroxy-2-methylpropyl)-1H-indazol-5-yl)-[1,1'-biphenyl]-4-carbonitrile C1N(CC12CNCCC2)CC=2C=CC(=C(C2)C2=CC(=C(C=C2)C#N)F)C=2C=C1C=NN(C1=CC2F)CC(C)(C)O